2,2-diMethylpiperidine-1-carboxylic acid tert-butyl ester C(C)(C)(C)OC(=O)N1C(CCCC1)(C)C